bis(methoxycarbonyl)-4,4'-bis(tert-butylperoxycarbonyl)benzophenone COC(=O)C=1C(=C(C(=O)C2=CC=C(C=C2)C(=O)OOC(C)(C)C)C=CC1C(=O)OOC(C)(C)C)C(=O)OC